ClC1=CC2=C(NC(S2)=O)C=C1 6-chlorobenzothiazole-2-one